2-cyclohexyl-butanol 1,1,1,3,3,3-hexafluoro-propan-2-yl-(±)-1-((5-methylpyrazin-2-yl)carbamoyl)-6-azaspiro[2.5]-octane-6-carboxylate FC(C(C(F)(F)F)[C@@]1(CC12CCN(CC2)C(=O)OCC(CC)C2CCCCC2)C(NC2=NC=C(N=C2)C)=O)(F)F |r|